C1(CCCC1)N1C(N(C=2C=NC(=CC21)NC2=CC=C(C=C2)C(F)(F)F)C)=O 1-Cyclopentyl-3-methyl-6-((4-(trifluoromethyl)phenyl)amino)-1,3-dihydro-2H-imidazo[4,5-c]pyridin-2-one